C1(CCCC1)CN1C=NC(=C1C1=CC=C(O1)C(=O)NC1=C(C=NC=C1)F)C1=CC=C(C=C1)C(C)C 5-(1-(cyclopentylmethyl)-4-(4-isopropylphenyl)-1H-imidazol-5-yl)-N-(3-fluoropyridin-4-yl)furan-2-carboxamide